sodium capryloyl-alanine C(CCCCCCC)(=O)N[C@@H](C)C(=O)O.[Na]